BrC1=NNC2=C(N=C(C=C21)C2CC2)C(C)O 1-(3-bromo-5-cyclopropyl-1H-pyrazolo[3,4-c]pyridin-7-yl)ethan-1-ol